NC=1C2=C(N=CN1)N(C=C2)[C@@H]2C=C([C@H]1OC(O[C@H]12)(C)C)CCC1=CC(=C2C=C(C(=NC2=C1)N)Cl)F 7-(2-((3aS,4R,6aR)-4-(4-Amino-7H-pyrrolo[2,3-d]pyrimidin-7-yl)-2,2-dimethyl-3a,6a-dihydro-4H-cyclopenta[d][1,3]dioxol-6-yl)ethyl)-3-chloro-5-fluoroquinolin-2-amine